3-(3-ethyl-5-(piperidin-4-yl)-1H-indol-2-yl)-5-methoxyimidazo[1,2-a]pyrazine C(C)C1=C(NC2=CC=C(C=C12)C1CCNCC1)C1=CN=C2N1C(=CN=C2)OC